COC(CCOC(C)=O)C acetic acid (3-methoxybutyl) ester